FC(\C=C/C(C(F)(F)F)(F)F)(F)F (Z)-1,1,1,4,4,5,5,5-octafluoro-2-pentene